FC(S(=O)(=O)OC1=CN=NC=C1)(F)F Pyridazin-4-yl trifluoromethanesulfonate